5-(tert-butoxycarbonylamino)piperidine tert-Butyl-6-(2-(benzylamino)pyrimidin-5-yl)-1H-indazole-3-carboxylate C(C)(C)(C)OC(=O)C1=NNC2=CC(=CC=C12)C=1C=NC(=NC1)NCC1=CC=CC=C1.C(C)(C)(C)OC(=O)NC1CCCNC1